Ethyl 1-((1-(benzyloxy)cyclopropyl)methyl)-4-methyl-5-(2-(trifluoromethyl)phenyl)-1H-pyrrole-3-carboxylate C(C1=CC=CC=C1)OC1(CC1)CN1C=C(C(=C1C1=C(C=CC=C1)C(F)(F)F)C)C(=O)OCC